(S)-benzo[d]thiazol-6-yl-(2,7-dimethyl-3-(1-methyl-5-(trifluoromethyl)-1H-pyrazol-3-yl)-2,4,5,7-tetrahydro-6H-pyrazolo[3,4-c]pyridin-6-yl)methanone S1C=NC2=C1C=C(C=C2)C(=O)N2[C@H](C=1C(CC2)=C(N(N1)C)C1=NN(C(=C1)C(F)(F)F)C)C